1-(3-methyl-3H-imidazo[4,5-b]pyridin-6-yl)ethan-1-ol CN1C=NC=2C1=NC=C(C2)C(C)O